COC1=CC=C(C=C1)CN1C(C(CCC1=O)N1C(C2=CC=C(C=C2C=N1)N1CCC(CC1)CN1CCC(CC1)N1CCN(CC1)C1=CC=C(C=C1)[N+](=O)[O-])=O)=O 1-[(4-methoxyphenyl)methyl]-3-[6-[4-[[4-[4-(4-nitrophenyl)piperazin-1-yl]-1-piperidyl]methyl]-1-piperidyl]-1-oxo-phthalazin-2-yl]piperidine-2,6-dione